(S)-5-((((6-(2-chloro-3-(3-chloro-2-(3-(((2-hydroxyethyl)(methyl)amino)methyl)-1-methyl-1H-indol-6-yl)pyridin-4-yl)phenyl)-2-methoxypyridin-3-yl)methyl)amino)methyl)pyrrolidin-2-one ClC1=C(C=CC=C1C1=C(C(=NC=C1)C1=CC=C2C(=CN(C2=C1)C)CN(C)CCO)Cl)C1=CC=C(C(=N1)OC)CNC[C@@H]1CCC(N1)=O